BrC1=NN2C(CN(C(C2)C)C(=O)OC(C)(C)C)=C1I tert-butyl 2-bromo-3-iodo-6-methyl-6,7-dihydropyrazolo[1,5-a]pyrazine-5(4H)-carboxylate